3-methoxy-6-methylsulfonyloxy-1,2-benzenedimethanol COC1=C(C(=C(C=C1)OS(=O)(=O)C)CO)CO